ClC=1C=C(C=CC1F)NC(=O)C1=C(N=C(N1C)C)C=1CC2CC(CC2C1)=O N-(3-chloro-4-fluorophenyl)-1,2-dimethyl-4-(5-oxo-1,3a,4,5,6,6a-hexahydropentalen-2-yl)-1H-imidazole-5-carboxamide